aluminum tris(8-nonenoic acid) C(CCCCCCC=C)(=O)O.C(CCCCCCC=C)(=O)O.C(CCCCCCC=C)(=O)O.[Al]